NC1(CCS(CC1)(=O)=O)CC#N 2-(4-amino-1,1-dioxidotetrahydro-2H-thiopyran-4-yl)acetonitrile